2-(styryl)-1,3-dioxole C(=CC1=CC=CC=C1)C1OC=CO1